C1(CCCC(CC)O1)=O epsilon-heptanolide